BrC1=CC=C(C=C1)P1(CCCC1)=O 1-(4-bromophenyl)phospholane 1-oxide